CC1=CC=C(C=C1)S(=O)(=O)[O-].C(CCCCCCCCCCCCCCCCCCCCC)[N+](C)(C)C docosyl-trimethyl-ammonium p-toluenesulfonate